ethyl 5-[tert-butoxycarbonyl(methyl)amino]-3-cyclopropyl-4,5,6,7-tetrahydro-2-benzothiophene-1-carboxylate C(C)(C)(C)OC(=O)N(C1CC=2C(=C(SC2C2CC2)C(=O)OCC)CC1)C